N1(CCOCC1)C=1C=CC=2N(C1)N=CC2C2CCN(CC2)C(=O)OC(C(F)(F)F)(C)C 1,1,1-trifluoro-2-methylpropan-2-yl 4-[6-(morpholin-4-yl)pyrazolo[1,5-a]pyridin-3-yl]piperidine-1-carboxylate